Cl.Cl.ClC=1C=C(C=CC1COC1=C(C=CC=C1)CCNC1C=2C=CC(=NC2CCC1)C(=O)OCC)C1=CC=C(C=C1)C(F)(F)F Ethyl 5-([2-(2-{[3-chloro-4'-(trifluoromethyl)biphenyl-4-yl]methoxy}phenyl)ethyl]amino)-5,6,7,8-tetrahydroquinoline-2-carboxylate dihydrochloride